N1=CC(=CC=C1)C[C@H](N)C(=O)O 3-(3-pyridyl)alanine